6-isopropoxy-N-(4-(1-(tetrahydrofuran-3-yl)-1H-pyrazol-4-yl)quinolin-8-yl)nicotinamide C(C)(C)OC1=NC=C(C(=O)NC=2C=CC=C3C(=CC=NC23)C=2C=NN(C2)C2COCC2)C=C1